(2R,3S,4R,5R)-2-(hydroxymethyl)-5-(6-((3-methoxyphenyl)amino)-9H-purin-9-yl)tetrahydrofuran-3,4-diol OC[C@H]1O[C@H]([C@@H]([C@@H]1O)O)N1C2=NC=NC(=C2N=C1)NC1=CC(=CC=C1)OC